NC1=NC=C2N(C(N(C2=N1)[C@@H]1O[C@@H]([C@H]([C@H]1O)F)CO)=O)CC1=CC(=CC=C1)OC 2-amino-9-((2R,3S,4S,5R)-4-fluoro-3-hydroxy-5-(hydroxymethyl)tetrahydrofuran-2-yl)-7-(3-methoxybenzyl)-7,9-dihydro-8H-purin-8-one